potassium 4,9-dihydroxypyrimido[4,5-g]pteridine-2,7-bis(olate) OC1=NC(=NC2=NC=3C(=NC(=NC3N=C21)[O-])O)[O-].[K+].[K+]